methyl (2S)-2-(5-bromo-2-cyanophenoxy)propanoate BrC=1C=CC(=C(O[C@H](C(=O)OC)C)C1)C#N